C(C)(C)(C)OC(NC)=O tert-butyl-N-methylcarbamate